4H-thieno[3,2-b]Pyrrole-2-carboxylic acid methyl ester COC(=O)C1=CC=2NC=CC2S1